Methyl 4-[3-(cyclopropyl-methoxy)phenyl]-2,4-dioxobutanoate C1(CC1)COC=1C=C(C=CC1)C(CC(C(=O)OC)=O)=O